S1C=2C(CC1C(=O)N)CCCCC=CC2 hexahydro-4H-cyclonona[b]thiophene-2-carboxamide